4-(((cis)-3-hydroxyl-3-methylcyclobutyl)amino)-5,6,7,8-tetrahydrophthalazine OC1(CC(C1)NC1=NN=CC=2CCCCC12)C